N1N(CCC1)C(=O)O 2-azaproline